Benzyloxysulfonylbenzol C(C1=CC=CC=C1)OS(=O)(=O)C1=CC=CC=C1